C1(=CC=CC=C1)N1CC2(C1)CN(CC2)C2=CC(=NC=N2)N2CCOCC2 4-(6-(2-Phenyl-2,6-diazaspiro[3.4]octan-6-yl)pyrimidin-4-yl)morpholine